racemic-1-tetrahydronaphthoic acid [C@H]1(CCCC2=CC=CC=C12)C(=O)O |r|